2,6-dichlorobenzylidene chloride ClC1=C(C(Cl)Cl)C(=CC=C1)Cl